C(C1=CC=CC=C1)N1C([C@H]2NCCC[C@H]2C1=O)=O (4aR,7aS)-6-benzylhexahydro-5H-pyrrolo[3,4-b]pyridine-5,7(6H)-dione